2-(2-ethoxypyridin-3-yl)-1'-[3-methoxy-2-(trifluoromethyl)phenyl]-7-[[(2R)-pyrrolidin-2-yl]methyl]spiro[6,8-dihydro-1,7-naphthyridine-5,4'-piperidine] formate salt C(=O)O.C(C)OC1=NC=CC=C1C1=NC=2CN(CC3(CCN(CC3)C3=C(C(=CC=C3)OC)C(F)(F)F)C2C=C1)C[C@@H]1NCCC1